C(C)(C)(C)C1=CC=C(C=C1)C=1C=NC=2C(NCCC2C1)=O 3-(4-(tert-butyl)phenyl)-6,7-dihydro-1,7-naphthyridin-8(5H)-one